diisopropylnaphthalene CC(C)C1=C(C2=CC=CC=C2C=C1)C(C)C